FC(SC1=CC=C(C=C1)N=C=S)(F)F 4-(trifluoromethylthio)phenyl isothiocyanate